4-((1R,5S)-3,8-diazabicyclo[3.2.1]octan-3-yl)-7-(3,4-dihydroquinoxalin-1(2H)-yl)-8-fluoro-2-(((S)-1-methylpyrrolidin-2-yl)methoxy)quinazoline [C@H]12CN(C[C@H](CC1)N2)C2=NC(=NC1=C(C(=CC=C21)N2CCNC1=CC=CC=C21)F)OC[C@H]2N(CCC2)C